monononyl phosphate monosodium salt [Na+].P(=O)(OCCCCCCCCC)([O-])O